propenyl-magnesium chloride C(=CC)[Mg]Cl